FC1=C(C=CC=C1)N1N=CC=2C(C1=O)=C(N(C2C)C2=CC(=CC=C2)OC)C 2-(2-fluorophenyl)-6-(3-methoxyphenyl)-5,7-dimethyl-2,6-dihydro-1H-pyrrolo[3,4-d]pyridazin-1-one